BrC1C(C(C(C(C1(C(C)C1=CC=CC=C1)Br)(Br)Br)(Br)Br)(Br)Br)(Br)Br.[Sb] antimony decabromodiphenyl-ethane